(2R)-N-[2-(1-benzyl-4-hydroxypiperidin-4-yl)ethyl]-4-[3-cyano-4-(trifluoromethoxy)phenyl]-2-methylpiperazine-1-carboxamide C(C1=CC=CC=C1)N1CCC(CC1)(O)CCNC(=O)N1[C@@H](CN(CC1)C1=CC(=C(C=C1)OC(F)(F)F)C#N)C